CNC(C=O)C 2-(methylamino)propan-1-one